tris(4-fluorophenyl)phosphine oxide FC1=CC=C(C=C1)P(C1=CC=C(C=C1)F)(C1=CC=C(C=C1)F)=O